ClC1=CC=C2C(=C(NC2=C1)C(=O)N1CCC(CC1)C=1C=C2CN(C(C2=CC1F)=O)C1C(NC(CC1)=O)=O)C 3-(5-(1-(6-chloro-3-methyl-1H-indole-2-carbonyl)piperidin-4-yl)-6-fluoro-1-oxoisoindolin-2-yl)piperidine-2,6-dione